5,5-Difluoro-1-(4-(4-hydroxy-3-nitrophenyl)tetrahydro-2H-pyran-4-yl)tetrahydropyrimidin-2(1H)-one FC1(CNC(N(C1)C1(CCOCC1)C1=CC(=C(C=C1)O)[N+](=O)[O-])=O)F